BrC=1C(=NC=C(C1)F)NCC(F)F 3-bromo-N-(2,2-difluoroethyl)-5-fluoro-pyridin-2-amine